3-chloro-7-(chloromethyl-d2)-8-fluoroquinolin-2(1H)-one ClC=1C(NC2=C(C(=CC=C2C1)C([2H])([2H])Cl)F)=O